C(C)(=O)OC[C@]1(C[C@H]2[C@@H](OC(OC(OC2)(C(C)C)C(C)C)(C(C)C)C(C)C)C1=O)N1C(NC(C=C1)=O)=O ((6aR,8S,9aR)-8-(2,4-Dioxo-3,4-dihydropyrimidin-1(2H)-yl)-2,2,4,4-tetraisopropyl-9-oxohexahydrocyclopenta[f][1,3,5]trioxocin-8-yl)methyl acetate